C(#N)C12CCC(CC1)(CC2)NC(=O)C2=C(C1=CC=CC=C1C=C2)NS(=O)(=O)C N-(4-cyanobicyclo[2.2.2]octane-1-yl)-1-(methanesulfonamido)-2-naphthoamide